2,3,4,5-tetraethylstyrene C(C)C1=C(C=C)C=C(C(=C1CC)CC)CC